(±)-trans-4-phenyl-1-(tetrahydro-2H-pyran-4-yl)pyrrolidine-3-carboxylic acid ethyl ester C(C)OC(=O)[C@@H]1CN(C[C@H]1C1=CC=CC=C1)C1CCOCC1 |r|